BrC=1C=C(C=C2C=CN(C12)C[C@@H]1CN(CCO1)C(=O)OC(C)(C)C)C(=O)OC(C)(C)C tert-butyl (R)-2-((7-bromo-5-(tert-butoxycarbonyl)-1H-indol-1-yl)methyl)morpholine-4-carboxylate